N-(2-((2-((1-methyl-1H-pyrazol-4-yl)amino)-5-(4-(trifluoromethyl)phenyl)pyrimidin-4-yl)amino)pyridin-4-yl)acrylamide CN1N=CC(=C1)NC1=NC=C(C(=N1)NC1=NC=CC(=C1)NC(C=C)=O)C1=CC=C(C=C1)C(F)(F)F